1-(2,6-diisopropylphenyl)-2-(phenanthro[3,2-B]benzofuran-11-yl)-1H-benzo[d]imidazole C(C)(C)C1=C(C(=CC=C1)C(C)C)N1C(=NC2=C1C=CC=C2)C2=CC=CC=1C3=C(OC12)C=C1C2=CC=CC=C2C=CC1=C3